NCCC[SiH](OCC)OCC γ-aminopropyldiethoxysilane